C(CCC)(=O)NC(C(=O)O)C=O BUTYRAMIDO-MALONALDEHYDIC ACID